N-[(4-Fluorophenyl)-methyl]-4-methyl-6-morpholin-4-yl-2-propyl-pyridine-3-carboxylic acid amide FC1=CC=C(C=C1)CNC(=O)C=1C(=NC(=CC1C)N1CCOCC1)CCC